(S)-2-((((9H-fluoren-9-yl)methoxy)carbonyl)amino)-3-(4-(1-(tert-butoxycarbonyl)-1H-indol-3-yl)phenyl)propanoic acid C1=CC=CC=2C3=CC=CC=C3C(C12)COC(=O)N[C@H](C(=O)O)CC1=CC=C(C=C1)C1=CN(C2=CC=CC=C12)C(=O)OC(C)(C)C